C(C)(C)(C)OC(C[C@H]([C@H]([C@H](CC)C)N(C([C@H](C(C)C)NC(=O)OCC1=CC=CC=C1)=O)C)OC)=O (3R,4S,5S)-4-((S)-2-(((benzyloxy)carbonyl)amino)-N,3-dimethylbutyramido)-3-methoxy-5-methylheptanoic acid tert-butyl ester